N1N=CC(=C1)C1=NC2=CC=CC=C2N=C1 1H-pyrazol-4-yl-quinoxaline